COC(C=CCCCC=O)=O 7-oxoheptenoic acid methyl ester